triethoxy(heptyl)silane C(C)O[Si](CCCCCCC)(OCC)OCC